5'-methyl-3-(oxetan-2-yl)-4-pentyl-2'-(prop-1-en-2-yl)-[1,1'-biphenyl]-2,6-diol CC=1C=CC(=C(C1)C=1C(=C(C(=CC1O)CCCCC)C1OCC1)O)C(=C)C